CN1CCC2=CC3=C(C(=C2[C@@H]1[C@@H]4C5=C(C(=C(C=C5)OC)OC)C(=O)O4)OC)OCO3 The molecule is a benzylisoquinoline alkaloid that is 1,2,3,4-tetrahydroisoquinoline which is substituted by a 4,5-dimethoxy-3-oxo-1,3-dihydro-2-benzofuran-1-yl group at position 1, a methylenedioxy group at positions 6-7 and a methoxy group at position 8. Obtained from plants of the Papaveraceae family, it lacks significant painkilling properties and is primarily used for its antitussive (cough-suppressing) effects. It has a role as an antitussive, an antineoplastic agent, an apoptosis inducer and a plant metabolite. It is a benzylisoquinoline alkaloid, a tertiary amino compound, a cyclic acetal, an isobenzofuranone, an organic heterobicyclic compound, an organic heterotricyclic compound and an aromatic ether. It derives from a (-)-noscapine hemiacetal.